C(C=C(C)CCC=C(C)CCC=C(C)C)(=O)OCC ethyl farnesoate